4-{1-[4-(6-cyclopropylmethoxy-pyridin-2-yl)-2,6-difluoro-phenyl]-cyclopropyl}-butyric acid C1(CC1)COC1=CC=CC(=N1)C1=CC(=C(C(=C1)F)C1(CC1)CCCC(=O)O)F